FC(CCS(=O)(=O)NC1=C(C=C(C=C1)C1=CC2=C(N=C(N=C2)NC2CCC3(CN(C3)C)CC2)N(C1=O)C(C)C)F)(F)F 3,3,3-Trifluoro-N-(2-fluoro-4-(8-isopropyl-2-((2-methyl-2-azaspiro[3.5]nonan-7-yl)amino)-7-oxo-7,8-dihydropyrido[2,3-d]pyrimidin-6-yl)phenyl)propane-1-sulfonamide